7-cyclopropyl-6-[(1-naphthyl)methyl]-1-thia-3a-aza-4-indanone C1(CC1)C=1C(=CC(N2CCSC12)=O)CC1=CC=CC2=CC=CC=C12